NC(CC[C@@H](C1=CC=CC=C1)NC(=O)N1CC2=CC(=CC(=C2CC1)C1=CC=C(C=C1)C(F)(F)F)O)=O (S)-N-(4-amino-4-oxo-1-phenylbutyl)-7-(hydroxy)-5-(4-(trifluoromethyl)phenyl)-3,4-dihydroisoquinoline-2(1H)-carboxamide